CC[C@H](C)[C@@H](C(=O)N[C@@H](CC1=CN=CN1)C(=O)N2CCC[C@H]2C(=O)N[C@@H](CC3=CC=CC=C3)C(=O)N[C@@H](CC4=CN=CN4)C(=O)N[C@@H](CC(C)C)C(=O)O)NC(=O)[C@H](CC5=CC=C(C=C5)O)NC(=O)[C@H](C(C)C)NC(=O)[C@H](CCCN=C(N)N)NC(=O)[C@H](CC(=O)O)N The molecule is a ten amino acid peptide formed by renin cleavage of angiotensinogen. Angiotensin I has no direct biological function except that high levels can stimulate catecholamine production. It is metabolized to its biologically active byproduct angiotensin II, a potent vasoconstrictor, by angiotensin converting enzyme (ACE) through cleavage of the two terminal amino acids. It has a role as a neurotransmitter agent and a human metabolite. It is a tautomer of an angiotensin I dizwitterion.